COC1=CC=2N=CN=C(C2N=C1NC(=O)C1(NCCC1)C(F)(F)F)C=1C(=NN(C1)C)C1=CC=CC=C1 N-(7-methoxy-4-(1-methyl-3-phenyl-1H-pyrazol-4-yl)pyrido[3,2-d]pyrimidin-6-yl)-2-(trifluoromethyl)pyrrolidine-2-carboxamide